Ethyl 6-benzyl-2-((S)-2,2-dimethylcyclopropane-1-carbonyl)-2,6-diazaspiro[3.4]octane-8-carboxylate C(C1=CC=CC=C1)N1CC2(CN(C2)C(=O)[C@@H]2C(C2)(C)C)C(C1)C(=O)OCC